9,9'-(cyclohexane-1,1-diylbis(4,1-phenylene))bis(N-phenyl-N-(4-(((4-vinylbenzyl)oxy)methyl)phenyl)-9H-carbazol-3-amine) C1(CCCCC1)(C1=CC=C(C=C1)N1C2=CC=CC=C2C=2C=C(C=CC12)N(C1=CC=C(C=C1)COCC1=CC=C(C=C1)C=C)C1=CC=CC=C1)C1=CC=C(C=C1)N1C2=CC=CC=C2C=2C=C(C=CC12)N(C1=CC=CC=C1)C1=CC=C(C=C1)COCC1=CC=C(C=C1)C=C